3,4-dimethoxy-2-nitrobenzaldehyde COC=1C(=C(C=O)C=CC1OC)[N+](=O)[O-]